COC(C)C1=NC(=CC(=C1)B1OC(C(O1)(C)C)(C)C)C 2-(1-methoxyethyl)-6-methyl-4-(4,4,5,5-tetramethyl-1,3,2-dioxaborolan-2-yl)pyridine